(S)-N-((R)-2-(4-(2-aminobenzo[d]oxazol-5-yl)phenyl)-1-cyanoethyl)-1,4-oxazolidine-2-carboxamide NC=1OC2=C(N1)C=C(C=C2)C2=CC=C(C=C2)C[C@H](C#N)NC(=O)[C@H]2OCNC2